C12(CC3CC(CC(C1)C3)C2)CS(=O)(=O)NC(C2=CC=C(C=C2)N2CCN(CC2)CC2=C(C=CC=C2)C#CC2=CC(=CC=C2)O)=O N-(1-Adamantylmethylsulfonyl)-4-[4-[[2-[2-(3-hydroxyphenyl)ethynyl]phenyl]methyl]piperazin-1-yl]benzamide